CC1(NC2(CC2)C[C@@H](C1)N1CCC2=C1N=NC(=C2)C2=CC1=C(N=C(O1)C)C=C2O)C 6-{7-[(7R)-5,5-dimethyl-4-azaspiro[2.5]oct-7-yl]-6,7-dihydro-5H-pyrrolo[2,3-c]pyridazin-3-yl}-2-methyl-1,3-benzooxazol-5-ol